bis(4-aminophenyl) 2,3,5,6-tetrafluoroterephthalate FC1=C(C(=O)OC2=CC=C(C=C2)N)C(=C(C(=C1F)C(=O)OC1=CC=C(C=C1)N)F)F